4-[4-(3,5-Bis-trifluoromethyl-phenyl)-3-methyl-pyrazol-1-yl]-1H-pyrrolo[2,3-b]pyridine FC(C=1C=C(C=C(C1)C(F)(F)F)C=1C(=NN(C1)C1=C2C(=NC=C1)NC=C2)C)(F)F